COC1=CC=C(C=C1)NC1N(C(=NC(=N1)N)N1CCOCC1)C=1C=C2C=CC=NC2=CC1 N-(4-Methoxyphenyl)-6-morpholin-4-yl-N1-quinolin-6-yl-[1,3,5]triazine-2,4-diamine